O[C@H]1C[C@H]2CC[C@H]3[C@@H]4CC[C@H]([C@@H](CCC)C)[C@]4(CC[C@@H]3[C@]2(CC1)C)C 3α-hydroxy-5β-cholane